tert-butyl (S)-4-(3-hydroxy-2-oxopyrrolidin-1-yl)piperidine-1-carboxylate O[C@@H]1C(N(CC1)C1CCN(CC1)C(=O)OC(C)(C)C)=O